(1r,2s)-2-(3-((E)-4-(((2s,6r)-2,6-dimethylmorpholino)methyl)styryl)-4-methoxy-1H-indazol-6-yl)-5'-methoxyspiro[cyclopropan-1,3'-indolin]-2'-one C[C@@H]1O[C@@H](CN(C1)CC1=CC=C(/C=C/C2=NNC3=CC(=CC(=C23)OC)[C@@H]2C[C@@]23C(NC2=CC=C(C=C32)OC)=O)C=C1)C